ClC1=CC=C(C=C1)C(C)(C#C)C=1N=C(SC1)NC(=O)NC(CO)CO 1-(4-(2-(4-chlorophenyl)but-3-yn-2-yl)thiazol-2-yl)-3-(1,3-dihydroxypropan-2-yl)urea